S(N)(=O)(=O)C=1C=C(CNC(OCCCC2=CC(OC3=CC(=CC=C23)N(CC)CC)=O)=O)C=CC1 3-(7-(diethylamino)-2-oxo-2H-chromen-4-yl)propyl (3-sulfamoylbenzyl)carbamate